Arsenic (III) telluride [As+]=[Te]